1H-Imidazole-4-ethanamine Dihydrochloride Cl.Cl.N1C=NC(=C1)CCN